ClC=1C=C2C(=CC(OC2=CC1O)=O)C 6-chloro-7-hydroxy-4-methyl-coumarin